C(=O)C1=C(CCC1C)CC=O 2-Formyl-3-methylcyclopenteneacetaldehyde